6-(benzylamino)-1,5-dimethyl-3-phenyl-3,5-dihydroimidazo[4,5-c][1,2]thiazin-4(1H)-one 2,2-dioxide C(C1=CC=CC=C1)NC=1N(C2=C(N(S(C(C2=O)C2=CC=CC=C2)(=O)=O)C)N1)C